4-methoxythiazol-2-amine COC=1N=C(SC1)N